[Ni]=O.[Ru].[Ir] iridium-ruthenium-nickel oxide